C(CC)N1[C@H]2[C@H](OCC1)C=1C=C(C=CC1OC2)OCCCCNC(=O)C2=CC=1CC3=CC=CC=C3C1C=C2 N-(4-(((4aR,10bR)-4-propyl-3,4,4a,10b-tetrahydro-2H,5H-chromeno[4,3-b][1,4]oxazin-9-yl)oxy)butyl)-9H-fluorene-2-carboxamide